OCC1=C(C=CC(=C1)[N+](=O)[O-])NC(C)=O N-(2-(hydroxymethyl)-4-nitrophenyl)acetamide